CN(CCOC(C(=C)C)=O)C (2-dimethylaminoethyl)methacrylate